Adenosine 5'-triphosphate disodium [Na+].[Na+].P([O-])(=O)(OP(=O)([O-])OP(=O)(O)O)OC[C@@H]1[C@H]([C@H]([C@@H](O1)N1C=NC=2C(N)=NC=NC12)O)O